C(C)(C)(C)OC(=O)NC=1C=CC(=C(C#N)C1)F 5-(t-butoxycarbonyl)amino-2-fluorobenzonitrile